(Z)-1-((3-(4-chlorophenyl)-4-(thiophen-2-yl)-5,6-dihydropyridazin-1(4H)-yl)(((4-(trifluoromethyl)phenyl)sulfonyl)imino)methyl)-4-(dimethylamino)pyridin-1-ium ClC1=CC=C(C=C1)C1=NN(CCC1C=1SC=CC1)\C(\[N+]1=CC=C(C=C1)N(C)C)=N/S(=O)(=O)C1=CC=C(C=C1)C(F)(F)F